CC1=NC(=NC=C1)[C@@H]1[C@H](C1)C1=NC2=CC(=CC=C2C=N1)N |o1:7,8| ((1S*,2S*)-2-(4-methylpyrimidin-2-yl)cyclopropyl)quinazolin-7-amine